5,5-Thiodisalicylic Acid C1=CC(=C(C=C1SC2=CC(=C(C=C2)O)C(=O)O)C(=O)O)O